3-chloro-N-[(1S,3R)-3-[5-(3,5-dimethylimidazol-4-yl)-4H-1,2,4-triazol-3-yl]cyclohexyl]-N-methyl-benzamide ClC=1C=C(C(=O)N(C)[C@@H]2C[C@@H](CCC2)C2=NN=C(N2)C=2N(C=NC2C)C)C=CC1